N-(cyclopropylmethyl)-7-methoxy-6-[2-(2-methoxyethoxy)-3-(pyrrolidin-1-yl)propoxy]-1H,2H,3H-cyclopenta[b]quinolin-9-amine C1(CC1)CNC1=C2C(=NC=3C=C(C(=CC13)OC)OCC(CN1CCCC1)OCCOC)CCC2